Cl.ClCC=1C=NC=CC1 3-(Chloromethyl)pyridine hydrochloride